(3R,4R)-(3R,4S)-6-chloro-N-(5-chloro-1-(2,2-difluorocyclopropyl)-1H-pyrazol-4-yl)-7-(3-fluoro-1-(4-fluorotetrahydrofuran-3-yl)piperidin-4-yl)quinazolin-2-amine ClC=1C=C2C=NC(=NC2=CC1[C@@H]1[C@H](CN(CC1)[C@@H]1COC[C@H]1F)F)NC=1C=NN(C1Cl)C1C(C1)(F)F